FC1=CC=C(C=C1)C1=NN2C(C(N(CC2)C2(CC=CC=C2)C)=O)=C1 2-(4-fluorophenyl)-5-(1-methylphenyl)-6H,7H-pyrazolo[1,5-a]pyrazin-4-one